FC1=C(C=CC(=C1)C)C1=CC(=NC2=NC(=C(N=C21)C)C)[C@@H]2C[C@H](OCC2)C=2C=NN(C2)C 8-(2-fluoro-4-methylphenyl)-2,3-dimethyl-6-((2S,4S)-2-(1-methyl-1H-pyrazol-4-yl)tetrahydro-2H-pyran-4-yl)pyrido[2,3-b]pyrazine